FC1(CCC(CC1)C1=NC=CC(=C1NC(=O)C=1C=NC(=NC1)OCCO)C1=C(C=CC(=C1)F)F)F N-(2-(4,4-difluorocyclohexyl)-4-(2,5-difluorophenyl)pyridin-3-yl)-2-(2-hydroxyethoxy)pyrimidine-5-carboxamide